FC(CN1N=C(C=2C1=NC(=CN2)N2CC1(C2)CCN(CC1)C1=NC(=NC(=C1)C(F)(F)F)C)C)F 2-[1-(2,2-difluoroethyl)-3-methyl-1H-pyrazolo[3,4-b]pyrazin-6-yl]-7-[2-methyl-6-(trifluoromethyl)pyrimidin-4-yl]-2,7-diazaspiro[3.5]nonane